1-acetyl-4-[2-methyl-4-({(1R)-1-[2-methyl-3-(trifluoromethyl)phenyl]ethyl}amino)quinazolin-6-yl]-1,4lambda5-azaphosphinan-4-one C(C)(=O)N1CCP(CC1)(=O)C=1C=C2C(=NC(=NC2=CC1)C)N[C@H](C)C1=C(C(=CC=C1)C(F)(F)F)C